ClC1=C(C(=CC=C1)F)B(O)O (2-Chloro-6-fluorophenyl)boronic acid